tert-Butyl 2-(aminooxy)ethylcarbamate NOCCNC(OC(C)(C)C)=O